1-n-butylsulfonate C(CCC)S(=O)(=O)[O-]